difluoro-5,5''-bis(trifluoromethoxy)-[1,1':4',1''-terphenyl]-2',5'-diol FC=1C(=C(C=C(C1)OC(F)(F)F)C=1C(=CC(=C(C1)O)C1=CC=CC(=C1)OC(F)(F)F)O)F